4,4,5,5-tetramethyl-2-(1-methyl-3-(4-(methylsulfonyl)phenyl)bicyclo[1.1.1]pentan-2-yl)-1,3,2-dioxaborolane CC1(OB(OC1(C)C)C1C2(CC1(C2)C2=CC=C(C=C2)S(=O)(=O)C)C)C